FC(C1=C(C=CC=C1)S(=O)(=O)[O-])(F)F.C(C)(C)(C)C1=CC=C(C=C1)[I+]C1=CC=C(C=C1)C(C)(C)C bis(4-t-butylphenyl)iodonium o-trifluoromethylbenzenesulfonate